17-fluoro-5-(3-hydroxymethyl-4-methylpiperazin-1-yl)-7,11-dioxa-20,23,24-triazapentacyclo[17.5.2.12,6.013,18.022,25]heptacosa-1(24),2(27),3,5,13,15,17,19,21,25-decaene FC=1C=CC=C2COCCCOC3=C(C=CC(C4=NNC5=CN=C(C12)C=C45)=C3)N3CC(N(CC3)C)CO